2-[4-tert-butyl-N-[(1-cyanocyclopropyl)carbamoyl]anilino]-N-(4,4-difluorocyclohexyl)-2-[4-(trifluoromethyl)-3-pyridyl]acetamide C(C)(C)(C)C1=CC=C(N(C(NC2(CC2)C#N)=O)C(C(=O)NC2CCC(CC2)(F)F)C=2C=NC=CC2C(F)(F)F)C=C1